N-(2,3-bis(3-(4-acetylphenyl)ureido)phenyl)toluenesulfonamide C(C)(=O)C1=CC=C(C=C1)NC(NC1=C(C=CC=C1NC(=O)NC1=CC=C(C=C1)C(C)=O)NS(=O)(=O)CC1=CC=CC=C1)=O